ClC1=CC=C(C=N1)CN(/N=C/CCCC)C(N[N+](=O)[O-])=N (2e)-1-[(6-chloropyridin-3-yl)methyl]-N-nitro-2-pentylidenehydrazinecarboximidamide